C(C)(C)(C)C=1C=C2C(=NC(=NC2=C(C1)C)C=1OC2=C(C1C)C=CC=C2)C(=O)O 6-tert-butyl-8-methyl-2-(3-methyl-1-benzofuran-2-yl)quinazoline-4-carboxylic acid